OC(CCNC(=O)C=1C(=C2C(=NC1)SC(=N2)C=2C=NC=CC2)NC2CCOCC2)(C)C N-(3-Hydroxy-3-methylbutyl)-2-(pyridin-3-yl)-7-((tetrahydro-2H-pyran-4-yl)amino)thiazolo[5,4-b]pyridin-6-carboxamid